C[C@@H]1N(CC1)C=1N=C(C2=C(N1)CCC2)C=2C=C(C=CC2)CCC(=O)O (S)-3-(3-(2-(2-methylazetidin-1-yl)-6,7-dihydro-5H-cyclopenta[d]pyrimidin-4-yl)phenyl)propanoic acid